C(C)(C)(C)OC1=CC=C(OC2=CC=C(C=N2)S(=O)(=O)N2[C@H]([C@@H]3CC[C@H](C2)N3C(=O)OCCOC)C(NO)=O)C=C1 2-methoxyethyl (1S,2R,5R)-3-((6-(4-(tert-butoxy)phenoxy)pyridin-3-yl)sulfonyl)-2-(hydroxycarbamoyl)-3,8-diazabicyclo[3.2.1]octane-8-carboxylate